(S)-N-[(6-ethoxypyridin-3-yl)methylidene]-2-methylpropane-2-sulfinamide C(C)OC1=CC=C(C=N1)C=N[S@@](=O)C(C)(C)C